3,3-dimethoxypropylphosphonous acid dimethyl ester COP(OC)CCC(OC)OC